OCCN1CCN(CC1)C=1C=CC(=C(C(=O)OC)C1)C methyl 5-(4-(2-hydroxyethyl) piperazin-1-yl)-2-methylbenzoate